(R)-1-(2-amino-4-(methylsulfonyl)phenyl)piperidin-3-ol NC1=C(C=CC(=C1)S(=O)(=O)C)N1C[C@@H](CCC1)O